N1(N=CC=C1)CC1=CC2=C(C(=NO2)NS(=O)(=O)C2=C(C=CC=C2OCOC)F)C(=C1)OCC1=CC=CC=C1 N-(6-((1H-pyrazol-1-yl)methyl)-4-(benzyloxy)benzo[d]isoxazol-3-yl)-2-fluoro-6-(methoxymethoxy)benzenesulfonamide